FC(OC1=CC=C(COC2=CC=C(C=C2)C2=NOC(=C2)[C@@H]([C@@](CN2N=CN=C2)(O)C2=C(C=C(C=C2)F)F)C)C=C1)F (2R,3R)-3-(3-(4-(4-difluoromethoxybenzyloxy)phenyl)isoxazol-5-yl)-2-(2,4-difluorophenyl)-1-(1H-1,2,4-triazol-1-yl)butan-2-ol